(S)-2-ethyl-6-((4-((2-hydroxy-1-phenylethyl)amino)-5-(1,2,4-oxadiazol-5-yl)pyridin-2-yl)amino)-1-isopropyl-1,2-dihydro-3H-indazol-3-one C(C)N1N(C2=CC(=CC=C2C1=O)NC1=NC=C(C(=C1)N[C@H](CO)C1=CC=CC=C1)C1=NC=NO1)C(C)C